N-(3-nitrobenzyl)-N-cyclopropyl-1-(4-chlorophenyl)-5-methyl-1H-pyrazole-3-carboxamide [N+](=O)([O-])C=1C=C(CN(C(=O)C2=NN(C(=C2)C)C2=CC=C(C=C2)Cl)C2CC2)C=CC1